NC1=C2C(=NC=N1)N(N=C2C2=CC=C(C=C2)OC2=CC=CC=C2)C2CCN(CC2)CCCC(=O)N2CCN(CC2)C(CCC[NH-])C2=C1C(N(C(C1=CC=C2)=O)C2ONOCC2)=O 4-(4-(4-(4-(4-amino-3-(4-phenoxyphenyl)-1H-pyrazolo[3,4-d]pyrimidin-1-yl)piperidine-1-yl)butyryl)piperazin-1-yl)-N-(2-(2,6-dioxapiperidin-3-yl)-1,3-dioxoisoindol-4-yl)butyl-Amide